rac-(2s,4r)-4-(1,1-difluoroethyl)-2-phenylpiperidine FC(C)(F)[C@H]1C[C@H](NCC1)C1=CC=CC=C1 |r|